CN1C(N(C2=NC(=NC=C12)NC=1C=C2N=CC=NC2=CC1C)C1CCN(CC1)C)=O 7-methyl-9-(1-methylpiperidin-4-yl)-2-((7-methylquinoxalin-6-yl)amino)-7,9-dihydro-8H-purin-8-one